O=S1(CCN(CC1)C1=CC=C(C=C1)N1C[C@@]2([C@](C1)(CN(C2)C(=O)NCC)C)C)=O cis-5-(4-(1,1-Dioxidothiomorpholino)phenyl)-N-ethyl-3a,6a-dimethylhexahydropyrrolo[3,4-c]pyrrole-2(1H)-carboxamide